di(naphthalen-2-yl)amine C1=C(C=CC2=CC=CC=C12)NC1=CC2=CC=CC=C2C=C1